7-(4-(6-(4-aminopiperidin-1-yl)-2-(4-cyano-3-fluorophenyl)-4-hydroxypyridin-3-yl)-2-hydroxyphenoxy)-N-hydroxyheptanamide hydrochloride Cl.NC1CCN(CC1)C1=CC(=C(C(=N1)C1=CC(=C(C=C1)C#N)F)C1=CC(=C(OCCCCCCC(=O)NO)C=C1)O)O